7-methyl-1-[[3-[(1R,5S,6R)-3-[4-(trifluoromethoxy)phenyl]-3-azabicyclo[3.1.0]hex-6-yl]-1,2,4-oxadiazol-5-yl]methyl]purin-6-one CN1C=NC=2N=CN(C(C12)=O)CC1=NC(=NO1)C1[C@H]2CN(C[C@@H]12)C1=CC=C(C=C1)OC(F)(F)F